NC1=NN2C(C=C(C=C2)C=2C=NC=3CCN(C(C3C2)=O)C(C)C2=C(C=CC=C2)OC(F)(F)F)=N1 3-(2-amino-[1,2,4]triazolo[1,5-a]pyridin-7-yl)-6-(1-(2-(trifluoromethoxy)phenyl)ethyl)-7,8-dihydro-1,6-naphthyridin-5(6H)-one